CCCCC(CCC)OC(CC)=O 5-octyl-propionate